CC=1C(=C2COCC2=CC1)B(O)O (5-methyl-1,3-dihydroisobenzofuran-4-yl)boronic acid